2-cyclopropyl-5,7-dihydrospiro[cyclopenta[b]pyridine-6,4'-piperidine]-1'-carboxylate C1(CC1)C1=CC=C2C(=N1)CC1(CCN(CC1)C(=O)[O-])C2